O1COC2=C1C=CC(=C2)NC2=NC=C(C(=N2)N2C=C(C=C2)C(=O)N[C@H](CO)C2=CC=CC=C2)C (S)-1-(2-(benzo[d][1,3]dioxol-5-ylamino)-5-methylpyrimidin-4-yl)-N-(2-hydroxy-1-phenylethyl)-1H-pyrrole-3-amide